FC1(CC(C1)CN1N=NC(=C1)C(=O)O)F 1-((3,3-Difluorocyclobutyl)methyl)-1H-1,2,3-triazole-4-carboxylic acid